N1=CC=C(C=C1)CC1CCN(CC1)C(=O)OC(C)(C)C Tert-butyl 4-(4-pyridylmethyl)piperidine-1-carboxylate